O1C(CCCC1)N1N=CC(=C1)C1=CC=C(C=C1)N1CCC(CC1)CN1C(C2(CC1)CCCCC2)=O 2-((1-(4-(1-(tetrahydro-2H-pyran-2-yl)-1H-pyrazol-4-yl)phenyl)piperidin-4-yl)methyl)-2-azaspiro[4.5]decan-1-one